N,N-bis(2-methoxyethyl)-1-(2-trimethylsilylethoxymethyl)benzimidazol-4-amine COCCN(C1=CC=CC=2N(C=NC21)COCC[Si](C)(C)C)CCOC